C(N)(=O)C1=NN(C=C1N(C(=O)C=1C=NC=CC1)CC1=CC=C2C=CC(=NC2=C1)NC([O-])=O)C N-(7-{[N-(3-carbamoyl-1-methyl-1H-pyrazol-4-yl)-1-(pyridin-3-yl)formamido]methyl}quinolin-2-yl)carbamate